(4-fluorophenyl)-3,5,6,7,8,9-hexahydro-11H-azepino[1,2-a]purin-11-one FC1=CC=C(C=C1)C=1NC=2N=C3N(C(C2N1)=O)CCCCC3